tert-butyl 6-(pyridin-2-ylmethyl)-5-oxo-1,4,5,6-tetrahydropyrido[3,4-c][1,8]naphthyridine-3(2H)-carboxylate N1=C(C=CC=C1)CN1C(C2=C(C=3C=CC=NC13)CCN(C2)C(=O)OC(C)(C)C)=O